4-chloro-N-(prop-2-yn-1-yl)benzamide C#CCNC(=O)C1=CC=C(C=C1)Cl